4-acetylphenyl trifluoromethyl-sulfonate FC(F)(F)S(=O)(=O)OC1=CC=C(C=C1)C(C)=O